Isopropyl ((R)-(((1S,4R)-4-(2-amino-6-(2-methoxyethoxy)-9H-purin-9-yl)cyclopent-2-en-1-yl)methoxy)(phenoxy) phosphoryl)-L-alaninate NC1=NC(=C2N=CN(C2=N1)[C@H]1C=C[C@H](C1)CO[P@@](=O)(OC1=CC=CC=C1)N[C@@H](C)C(=O)OC(C)C)OCCOC